Cl.BrC1=CC=C2C(CNCC2=C1)=O 7-bromo-2,3-dihydroisoquinolin-4(1H)-one hydrochloride